N9-(2-Aminoethyl)-7-chloro-N2-(4-chlorophenyl)acridine-2,9-diamine NCCNC=1C2=CC(=CC=C2N=C2C=CC(=CC12)NC1=CC=C(C=C1)Cl)Cl